N-(4-fluoro-3-methylphenyl)-5-(2-((4-hydroxybicyclo[2.2.2]octan-1-yl)amino)-2-oxoacetyl)-1,2,4-trimethyl-1H-pyrrole-3-carboxamide FC1=C(C=C(C=C1)NC(=O)C1=C(N(C(=C1C)C(C(=O)NC12CCC(CC1)(CC2)O)=O)C)C)C